vinyl-triisopropoxysilicon C(=C)[Si](OC(C)C)(OC(C)C)OC(C)C